COC(CCCCCCCOCC(COCCCCCC(OC\C=C/CCCCCCCC)=O)N(C)C)=O.ClC1=CC=C(C=C1)C1=CC=CC=2C3=CC=CC=C3C=CC12 1-(4-chlorophenyl)phenanthrene (Z)-methyl-8-(2-(dimethylamino)-3-((6-oxo-6-(undec-2-en-1-yloxy)hexyl)oxy)propoxy)octanoate